(8-((4-cyclopropyl-3-(trifluoromethyl)-1H-pyrrolo[2,3-b]pyridin-6-yl)amino)-2,3-dihydrobenzo[b][1,4]dioxin-5-yl)(morpholino)methanone C1(CC1)C1=C2C(=NC(=C1)NC1=CC=C(C3=C1OCCO3)C(=O)N3CCOCC3)NC=C2C(F)(F)F